3-TERT-BUTYL-5-CHLORO-1-[2-(DIMETHYLAMINO)ETHYL]-1H-PYRAZOLE-4-CARBALDEHYDE C(C)(C)(C)C1=NN(C(=C1C=O)Cl)CCN(C)C